ClC1=NC=C(C(=C1)NC1CCC(CC1)(O)C)C1=NC=C(N=C1)OCCN(C)C (1s,4s)-4-((2-Chloro-5-(5-(2-(dimethylamino)ethoxy)pyrazin-2-yl)pyridin-4-yl)amino)-1-methylcyclohexan-1-ol